(5Z)-2H,3H,4H-pyrido[4,3-f][1,4]oxazepin-5-ylidenehydrazine O1CCN\C(\C2=C1C=NC=C2)=N/N